[2-(2,6-dioxopiperidin-3-yl)-3-oxo-4-(propan-2-yloxy)-2,3-dihydro-1H-isoindol-5-yl]methyl N-[4-(3,4-difluorophenoxy)phenyl]carbamate FC=1C=C(OC2=CC=C(C=C2)NC(OCC=2C(=C3C(N(CC3=CC2)C2C(NC(CC2)=O)=O)=O)OC(C)C)=O)C=CC1F